2-Chloro-Benzoic Acid ClC1=C(C(=O)O)C=CC=C1